N-{(1S)-1-(4-Methylcyclohexyl)-2-oxo-2-[(2-oxospiro-[1H-pyrrolo[3,2-c]pyridine-3,4'-oxane]-6-yl)amino]ethyl}-2-(oxan-4-yl)pyrazole-3-carboxamide CC1CCC(CC1)[C@@H](C(NC1=CC2=C(C=N1)C1(CCOCC1)C(N2)=O)=O)NC(=O)C=2N(N=CC2)C2CCOCC2